ethyl (S)-2-(2-fluoro-4-(tetrahydrofuran-2-yl)phenyl)benzo[d]imidazo[2,1-b]thiazole-7-carboxylate FC1=C(C=CC(=C1)[C@H]1OCCC1)C=1N=C2SC3=C(N2C1)C=CC(=C3)C(=O)OCC